methyl (2S)-2-{[(tert-butoxy)carbonyl]amino}-4-[(2-cyanoethyl)-1H-1,2,3,4-tetrazol-5-yl]butanoate C(C)(C)(C)OC(=O)N[C@H](C(=O)OC)CCC1=NN=NN1CCC#N